C(C=C)(=O)OCC1=CC=CC=C1 (phenylmethyl) 2-propenoate